ClC=1C=C2[C@]3(C(NC2=CC1)=O)[C@H](C3)C(=O)NC3=NC=NC(=C3)Cl |r| rac-(1R*,2S*)-5'-chloro-N-(6-chloropyrimidin-4-yl)-2'-oxospiro[cyclopropane-1,3'-indoline]-2-carboxamide